C(C#C)OS(=O)(=O)CCOP(=O)(OCC)OCC 2-(diethoxyphosphoryloxy)ethanesulfonic acid 2-propynyl ester